3-{3-[((S)-1-(2,2-Dimethylpropyl)-pyrrolidine-2-carbonyl)-amino]-propionylamino}-propionic acid 2,5-dioxo-pyrrolidin-1-yl ester O=C1N(C(CC1)=O)OC(CCNC(CCNC(=O)[C@H]1N(CCC1)CC(C)(C)C)=O)=O